tert-butyl 6-((s)-3-(1-(isoquinolin-5-yl)-5-oxo-4,5-dihydro-1H-1,2,4-triazol-3-yl)piperidin-1-yl)-2-azaspiro[3.4]octane-2-carboxylate C1=NC=CC2=C(C=CC=C12)N1N=C(NC1=O)[C@@H]1CN(CCC1)C1CC2(CN(C2)C(=O)OC(C)(C)C)CC1